BrC=1C=C(C=CC1)/C=C/C(=O)OC1=C(C=C(\C=N\C(C(=O)O)C(CC)C)C=C1)OC 2-((E)-((E)-4-((E)-3-(3-bromophenyl)acryloyloxy)-3-methoxybenzylidene)amino)-3-methylpentanoic acid